C(C)OC(=O)C1=C(NC2=CC=C(C=C12)O)C1=CC=C(C=C1)OC 5-hydroxy-2-(4-methoxyphenyl)-1H-indole-3-carboxylic acid ethyl ester